[Pd].C(C)(C)(C)P(C1=CC(=CC=C1)OC)C(C)(C)C (di-(tert-butyl)(3-methoxyphenyl)phosphine) palladium